7-(4,4,5,5-tetramethyl-1,3,2-dioxaborolan-2-yl)benzo[d]Oxazole CC1(OB(OC1(C)C)C1=CC=CC=2N=COC21)C